C(CCCCCCC)N(C1=CC=C(C=C1)C(=O)C1=CC=C(C=C1)N(CCCCCCCC)CCCCCCCCCCCCCCCCCC)CCCCCCCCCCCCCCCCCC bis(4-(n-octyl-n-octadecylamino)phenyl)methanone